1-methoxy-4-(prop-1-enyl)benzene COC1=CC=C(C=C1)C=CC